2-[3,5-dichloro-4-[[4-hydroxy-3-(2,4,5-trifluorophenyl)phenyl]methyl]phenoxy]acetic acid ClC=1C=C(OCC(=O)O)C=C(C1CC1=CC(=C(C=C1)O)C1=C(C=C(C(=C1)F)F)F)Cl